ClN1C2(N3C(=CC=C(C3=O)NC3=NC=NC=C3)C1=O)C(CC2)(C)C chloro-2,2-dimethyl-6'-(pyrimidin-4-ylamino)-2'H-spiro[cyclobutane-1,3'-imidazo[1,5-a]pyridine]-1',5'-dione